C12N(CCN(C2CC1)C(=O)OC(C)(C)C)C(=O)OC(C)(C)C di-tert-butyl 2,5-diazabicyclo[4.2.0]octane-2,5-dicarboxylate